FC(C=1C=CC(=NC1)C=1N=C2N(CCN(C2)C(C=C)=O)C1)(F)F (2-(5-(trifluoromethyl)pyridin-2-yl)-5,6-dihydroimidazo[1,2-a]pyrazin-7(8H)-yl)prop-2-en-1-one